tert-butyl (2-((3-(7-carbamoyl-1H-indol-4-yl)phenyl)carbamoyl) allyl)-(methyl)carbamate C(N)(=O)C=1C=CC(=C2C=CNC12)C=1C=C(C=CC1)NC(=O)C(CN(C(OC(C)(C)C)=O)C)=C